5-(1-benzofuran-3-yl)-N-[3-fluoro-4-[[6-methoxy-7-(2-methoxyethoxy)-1,5-naphthyridin-4-yl]oxy]phenyl]-1,2,6-trimethyl-4-oxopyridine-3-carboxamide O1C=C(C2=C1C=CC=C2)C=2C(C(=C(N(C2C)C)C)C(=O)NC2=CC(=C(C=C2)OC2=CC=NC1=CC(=C(N=C21)OC)OCCOC)F)=O